C(#N)[C@H](C[C@H]1C(NCC1)=O)NC(=O)[C@@H]1[C@H]2[C@H]3C=C[C@@H]([C@H]2CN1C([C@H](C(C)(C)C)NC(=O)C1COC1)=O)C3 (1R,2S,3S,6R,7S)-N-[(1S)-1-cyano-2-[(3S)-2-oxopyrrolidin-3-yl]ethyl]-4-[(2S)-3,3-dimethyl-2-(oxetan-3-ylformamido)butanoyl]-4-azatricyclo[5.2.1.0^{2,6}]dec-8-ene-3-carboxamide